ClC1=C(C=CC(=C1)Cl)C1=NC2=CC=C(C=C2C(=C1C#N)COC)OC 2-(2,4-dichlorophenyl)-3-cyano-4-methoxymethyl-6-methoxyquinoline